CNC1=CC(=NC=C1C=1SC(=NN1)N1CC2CCC(C1)N2C2CCNCC2)C2=CC=C1N2N=CC(=C1)C#N 7-(4-(methylamino)-5-(5-(8-(piperidin-4-yl)-3,8-diazabicyclo[3.2.1]octan-3-yl)-1,3,4-thiadiazol-2-yl)pyridin-2-yl)pyrrolo[1,2-b]pyridazine-3-carbonitrile